5-[[2-[(2R,5S)-2-(1H-indazol-5-yl)-5-methyl-1-piperidyl]-2-oxo-acetyl]amino]-2-methoxy-pyridine-3-carboxamide N1N=CC2=CC(=CC=C12)[C@@H]1N(C[C@H](CC1)C)C(C(=O)NC=1C=C(C(=NC1)OC)C(=O)N)=O